4-Methyl-1-piperazineethanamine CN1CCN(CC1)CCN